C(CCCCCCC)C1C(C1)COC(CCCCCOCC(COCCCCCCC)N(C)C)=O (2-octylcyclopropyl)methyl-6-(2-(dimethylamino)-3-(heptyloxy)propoxy)hexanoate